benzyl (R)-8-((tert-butoxycarbonyl) amino)-2-ethyl-7-methyl-2,3-dihydrobenzo[f][1,4]oxazepin-4(5H)-carboxylate C(C)(C)(C)OC(=O)NC1=CC2=C(CN(C[C@H](O2)CC)C(=O)OCC2=CC=CC=C2)C=C1C